BrC1=NN(C(=C1)C(=O)NCC=1C=C2CN(C(C2=CC1)=O)C1C(NC(CC1)=O)=O)C 3-Bromo-N-((2-(2,6-dioxopiperidin-3-yl)-1-oxoisoindolin-5-yl)methyl)-1-methyl-1H-pyrazole-5-carboxamide